6-((1S,6S)-2,5-diazabicyclo[4.2.0]octan-2-yl)-2-(3,6-dihydro-2H-pyran-4-yl)-5-ethyl-2,4-dihydro-7H-[1,2,3]triazolo[4,5-b]pyridin-7-one trifluoroacetate FC(C(=O)O)(F)F.[C@H]12N(CCN[C@H]2CC1)C=1C(C=2C(NC1CC)=NN(N2)C=2CCOCC2)=O